[Ce].[Ti].[Cu].C1(CCCC1)OC1=C(C=CC=C1)N1C[C@@H](CC1)OC1=NC=C(C=C1)C(F)(F)F (R)-2-(1-(2-(cyclopentyloxy)phenyl)pyrrolidin-3-yloxy)-5-(trifluoromethyl)pyridine copper-titanium-cerium